OCCCCCCCCCC1=C(C2(CCC(C2C1)O)C(=C)C1=CC=CC=C1)C1=CC=CC=C1 Exo-5-(9-hydroxynonyl)-4-phenyl-3a-(1-phenylvinyl)-1,2,3,3a,6,6a-hexahydropentalen-1-ol